C(C)OC(=O)C1=NC(=C(N=C1N1CCC2(C([C@@H](OC2)C)=N[S@](=O)C(C)(C)C)CC1)C)Br bromo-3-[(3S)-4-[(R)-tert-butylsulfinyl]imino-3-methyl-2-oxa-8-azaspiro[4.5]decan-8-yl]-5-methyl-pyrazine-2-carboxylic acid ethyl ester